OC1=C(C(=O)NCCO)C=C(C=C1)O 2,5-dihydroxyl-N-(2-hydroxyethyl)benzamide